C(C)(=O)C1=C(C=C(C=C1)Cl)C=1C(=NNC(C1)=O)OC 4-(2-acetyl-5-chlorophenyl)-3-methoxy-6-oxopyridazine